CC1=C(C(=O)NC2(CC2)C2=CC=NC3=CC=CC=C23)C=C(C=C1)OCC1N(CC1)C 2-Methyl-5-((1-methylazetidin-2-yl)methoxy)-N-(1-(quinolin-4-yl)cyclopropyl)benzamide